benzyl-2-amino-1,3-thiazole C(C1=CC=CC=C1)C=1N=C(SC1)N